COCC1(C2C=CC1C=C2)COC 7,7-Dimethoxymethyl-2,5-norbornadien